tert-butyl (S)-2-(((tert-butyldimethylsilyl)oxy)methyl)-4-methylenepyrrolidine-1-carboxylate [Si](C)(C)(C(C)(C)C)OC[C@H]1N(CC(C1)=C)C(=O)OC(C)(C)C